C1(=CC=CC=C1)C=1C(=NC=CC1)C1=NC2=C(C=C1C([2H])([2H])[2H])OC1=C2C=CC=C1 (phenyl)[(methyl-d3)benzofuropyridineyl]pyridine